carbamic acid, (3s)-3-morpholinylmethyl ester C(N)(OC[C@H]1NCCOC1)=O